C(C1=CC=CC=C1)OCC1(CC1)S(=O)(=O)CC(C)(O)C 1-((1-((benzyloxy)methyl)cyclopropyl)sulfonyl)-2-methylpropan-2-ol